FC=1C(=CC=2C3=C(N=C(C2C1)NC)COC[C@@H]3N(C(=O)C=3NC1=CC(=C(C=C1C3)F)F)C)F (R)-N-(8,9-difluoro-6-(methylamino)-1,4-dihydro-2H-pyrano[3,4-c]isoquinolin-1-yl)-5,6-difluoro-N-methyl-1H-indole-2-carboxamide